trans-2-(4-(4-(4-(4-(8-chloro-5,6-dihydro-11H-benzo[5,6]cyclohepta[1,2-b]pyridin-11-ylidene)piperidin-1-yl)butoxy)phenyl)cyclohexyl)acetic acid ClC=1C=CC2=C(CCC=3C(=NC=CC3)C2=C2CCN(CC2)CCCCOC2=CC=C(C=C2)[C@@H]2CC[C@H](CC2)CC(=O)O)C1